1-(3-fluoro-4-(hydroxymethyl)pyridin-2-yl)-3-(thiazol-2-yl)urea FC=1C(=NC=CC1CO)NC(=O)NC=1SC=CN1